bis(3,5-di-tert-butyl-4-hydroxyphenyl) adipate C(CCCCC(=O)OC1=CC(=C(C(=C1)C(C)(C)C)O)C(C)(C)C)(=O)OC1=CC(=C(C(=C1)C(C)(C)C)O)C(C)(C)C